C(C)(C)(C)OC(=O)N1C(CNCC1)C1=CC=CC=2N(C(N(C21)CC)=O)C2C(NC(CC2)=O)=O [1-(2,6-dioxo-3-piperidinyl)-3-ethyl-2-oxo-benzimidazol-4-yl]Piperazine-1-Formic acid tert-butyl ester